N-(3-(N-(2-fluorophenyl)sulfamoyl)phenyl)-6-oxo-1-propyl-1,6-dihydropyridazine-3-carboxamide FC1=C(C=CC=C1)NS(=O)(=O)C=1C=C(C=CC1)NC(=O)C1=NN(C(C=C1)=O)CCC